1-methyl-4-oxo-1,4-dihydro-quinoline-2-carboxylic acid CN1C(=CC(C2=CC=CC=C12)=O)C(=O)O